BrC1=C(C(=C(C(=O)OC)C=C1C1=CC(=NC=C1)F)F)C(C)C methyl 4-bromo-2-fluoro-5-(2-fluoropyridin-4-yl)-3-isopropylbenzoate